BrP(CC1=CC(=C(C(=C1)OC)OC)OC)(C1=CC=CC=C1)(C1=CC=CC=C1)C1=CC=CC=C1 Bromotriphenyl-(3,4,5-trimethoxybenzyl)-lambda5-Phosphine